C[Si](OC)(C(C)(C)C)C dimethyl-t-butylmethoxysilane